CC=1C(=NC=CC1C(F)(F)F)C(=O)NC=1C=NC(=C(C1)C=1C=NC2=CC(=NC=C2C1)NC)C 3-methyl-N-(6-methyl-5-(7-(methylamino)-1,6-naphthyridin-3-yl)pyridin-3-yl)-4-(trifluoromethyl)picolinamide